ClC=1C=C(C=CC1)C=1OC(=CC1)C1=C(C=CC=C1)OC 2-(3-chlorophenyl)-5-(2-methoxyphenyl)furan